CC(O)C1=NC=C(C=C1)N methyl-(5-aminopyridin-2-yl)methanol